6-(1-acryloylazetidin-3-yl)-2-(3-hydroxynaphthalen-1-yl)isoindolin-1-one C(C=C)(=O)N1CC(C1)C1=CC=C2CN(C(C2=C1)=O)C1=CC(=CC2=CC=CC=C12)O